2-(4-(6-(1-methyl-1H-pyrazol-4-yl)-4-(pyrazin-2-yl)pyrazolo[1,5-a]pyridin-3-yl)phenyl)-N-(pyridin-4-yl)acetamide CN1N=CC(=C1)C=1C=C(C=2N(C1)N=CC2C2=CC=C(C=C2)CC(=O)NC2=CC=NC=C2)C2=NC=CN=C2